3-(((1-methyl-1H-imidazol-4-yl)methyl)amino)-4-(((5-(5-(trifluoromethyl)-1,2,4-oxadiazol-3-yl)pyridin-2-yl)methyl)amino)cyclobut-3-ene-1,2-dione CN1C=NC(=C1)CNC=1C(C(C1NCC1=NC=C(C=C1)C1=NOC(=N1)C(F)(F)F)=O)=O